methyl 5-([1,1'-biphenyl]-3-ylmethyl)-4-amino-6-azaspiro[2.5]octane-6-carboxylate C1(=CC(=CC=C1)CC1C(C2(CC2)CCN1C(=O)OC)N)C1=CC=CC=C1